C\C=C\CCCCCC trans-2-nonene